2-(4-fluoro-4-(((5-fluoro-6-(3-(4-(trifluoromethyl)phenyl)morpholino)-pyrimidin-4-yl)amino)methyl)piperidin-1-yl)acetate FC1(CCN(CC1)CC(=O)[O-])CNC1=NC=NC(=C1F)N1C(COCC1)C1=CC=C(C=C1)C(F)(F)F